NC1=C2C(=NC=N1)N(N=C2C2=CC(=C(C=C2)NC(=O)NC2=CC(=NN2C2=CC=C(C=C2)C)C2(COC2)C)Cl)C 1-(4-{4-amino-1-methyl-1H-pyrazolo[3,4-d]pyrimidin-3-yl}-2-chlorophenyl)-3-[3-(3-methyloxetan-3-yl)-1-(4-methylphenyl)-1H-pyrazol-5-yl]urea